(3,4-dichloro-5-fluoro-1H-indol-2-yl)(2,6-diazaspiro[3.4]octan-6-yl)methanone ClC1=C(NC2=CC=C(C(=C12)Cl)F)C(=O)N1CC2(CNC2)CC1